FC1=C2C=CC(NC2=C(C=C1)C#N)=O 5-fluoro-2-oxo-1H-quinoline-8-carbonitrile